Bis{2-[4-(2-hydroxyethyl)piperidyl]ethyl}disulfide OCCC1CCN(CC1)CCSSCCN1CCC(CC1)CCO